(2-((1-((dimethylamino)methyl)cyclopropyl)methoxy)-7-(8-ethylnaphthalen-1-yl)-5,6,7,8-tetrahydropyrido[3,4-d]pyrimidin-4-yl)-1,4-oxazepan-6-ol CN(C)CC1(CC1)COC=1N=C(C2=C(N1)CN(CC2)C2=CC=CC1=CC=CC(=C21)CC)C2OCC(CNC2)O